FC1(CN=CC2=CC=CC(=C12)B1OC(C(O1)(C)C)(C)C)F 4,4-difluoro-5-(4,4,5,5-tetramethyl-1,3,2-dioxaborolan-2-yl)-3,4-dihydroisoquinoline